(S)-N-[(1S)-5-{[3-amino-6-(pyrazol-1-yl)pyridin-2-yl]amino}-7-fluoro-2,3-dihydro-1H-inden-1-yl]-2-methylpropane-2-sulfinamide NC=1C(=NC(=CC1)N1N=CC=C1)NC=1C=C2CC[C@@H](C2=C(C1)F)N[S@@](=O)C(C)(C)C